O1COC1=O [1,3]Dioxetan-4-one